C(C)(C)(C)OC(=O)C1CCC(CC1)N1CCN(CC1)C(=O)OCC1=CC=CC=C1 benzyl 4-(4-(tert-butoxycarbonyl)cyclohexyl)piperazine-1-carboxylate